acryloyloxyethyl tetrahydrophthalate C(C1C(C(=O)[O-])CCC=C1)(=O)OCCOC(C=C)=O